6-methoxyl-isatin O(C)C1=CC=C2C(C(NC2=C1)=O)=O